1-cyclobutanecarbonylpiperazine TFA salt OC(=O)C(F)(F)F.C1(CCC1)C(=O)N1CCNCC1